FC1(CCC(CC1)N1N=CC(=N1)N)F (4,4-difluorocyclohexyl)-2H-1,2,3-triazol-4-amine